N1C(CCCC1)C=1C=CC(=NC1)C(F)(F)F 5-(hexahydropyridin-2-yl)-2-(trifluoromethyl)pyridine